The molecule is a precorrin carboxylic acid anion obtained by global deprotonation of the carboxy groups of cobalt(II)-factor IV. It is the major microspecies at pH 7.3 (according to Marvin v 6.2.0.). It has a role as a bacterial metabolite. It is a conjugate base of a cobalt(II)-factor IV. CC1C23C4=C([C@@](C(=N4)/C=C\\5/C(=C(C(=N5)/C=C\\6/[C@H]([C@](C(=N6)/C=C(\\[N-]2)/[C@H]([C@@]3(CC(=O)O1)C)CCC(=O)[O-])(C)CC(=O)[O-])CCC(=O)[O-])CC(=O)[O-])CCC(=O)[O-])(C)CCC(=O)[O-])CC(=O)[O-].[Co]